8-(2,4-dichlorophenyl)-9-(2,6-difluoro-4-((1-(3-fluoropropyl)azetidin-3-ylidene)methyl)phenyl)-6,7-dihydro-5H-benzo[7]annulene-3-carboxylic acid ClC1=C(C=CC(=C1)Cl)C=1CCCC2=C(C1C1=C(C=C(C=C1F)C=C1CN(C1)CCCF)F)C=CC(=C2)C(=O)O